BrC=1C=2N(C=CC1)C(=C(N2)C(=O)O)N2C=CC=C2 8-bromo-3-(1H-pyrrol-1-yl)imidazo[1,2-a]pyridine-2-carboxylic acid